C(C=C)[C@@]1([C@H](N(C[C@H]1O)C(=O)OC(C)(C)C)C(=O)OC)F 1-(tert-butyl) 2-methyl (2R,3S,4R)-3-allyl-3-fluoro-4-hydroxypyrrolidine-1,2-dicarboxylate